ClC=1N=C(C2=C(N1)N(C=C2C(C2=CC=C(C=C2)F)=O)COCC[Si](C)(C)C)Cl 2,4-dichloro-5-(4-fluorobenzoyl)-7-(trimethylsilylethoxymethyl)-7H-pyrrolo[2,3-d]pyrimidine